tert-butyl 2-((4-amino-3-(4-((2-methoxy-5-methylbenzamido)methyl) phenyl)-1H-pyrazolo[3,4-d]pyrimidin-1-yl)methyl)piperidine-1-carboxylate NC1=C2C(=NC=N1)N(N=C2C2=CC=C(C=C2)CNC(C2=C(C=CC(=C2)C)OC)=O)CC2N(CCCC2)C(=O)OC(C)(C)C